Dipropargylether C(C#C)OCC#C